(S)-1-(4-((1-(5-(3-cyano-5-fluorophenyl)-4,5-dihydro-1H-pyrazole-1-carbonyl)azetidin-3-yl)oxy)-5-fluoropyridin-2-yl)-N-cyclopropyl-3,5-dimethyl-1H-pyrazole-4-carboxamide C(#N)C=1C=C(C=C(C1)F)[C@@H]1CC=NN1C(=O)N1CC(C1)OC1=CC(=NC=C1F)N1N=C(C(=C1C)C(=O)NC1CC1)C